C(C)(=O)OCCCC1=C(N(C2=C(C(=CC=C12)Cl)C=1C(=NN(C1CO)CC1=CC=C(C=C1)OC)C)C)C(=O)OC Methyl 3-(3-acetoxypropyl)-6-chloro-7-(5-(hydroxymethyl)-1-(4-methoxybenzyl)-3-methyl-1H-pyrazol-4-yl)-1-methyl-1H-indole-2-carboxylate